BrC1=CC=C(C=C1)CC(=O)NC=1C=C(COC2=C(C(=O)N)C=CC=C2)C=CC1 2-(3-(4-bromophenylacetylamino)benzyloxy)benzamide